BrC=1C(=CC=2C3=C(C(=NC2C1F)Cl)N=NN3[C@@H]3C[C@H](N(CC3)C(=O)OC(C)(C)C)CC#N)I tert-butyl (2S,4S)-4-(7-bromo-4-chloro-6-fluoro-8-iodo-1H-[1,2,3]triazolo[4,5-c]quinolin-1-yl)-2-(cyanomethyl)piperidine-1-carboxylate